FC=1C=C(C=CC1F)C1=NN=C(S1)CSC1=CC(=C(OCC(=O)O)C=C1)C 2-(4-(((5-(3,4-difluorophenyl)-1,3,4-thiadiazol-2-yl)methyl)thio)-2-methylphenoxy)acetic acid